methyl (E)-[4-[3-[4-[3-(4-hydroxy-piperidin-1-yl)propynyl]-phenyl]-3-(4-trifluoromethylphenyl)allyloxy]-2-methylphenoxy]acetate OC1CCN(CC1)CC#CC1=CC=C(C=C1)\C(=C/COC1=CC(=C(OCC(=O)OC)C=C1)C)\C1=CC=C(C=C1)C(F)(F)F